FC1=CC=C(C=C1)[C@](C)(C=1C=NC(=NC1)N1CCNCC1)N (R)-1-(4-fluorophenyl)-1-[2-(piperazine-1-yl)pyrimidin-5-yl]ethylamine